O=C1NC(CCC1N1C(C2=CC=C(C(=C2C1)F)CN1CCC(CC1)C=1OC2=C(N1)C=C(C(=C2)NC(C2=NC(=CC=C2)C(F)(F)F)=O)C(C)(C)O)=O)=O N-(2-(1-((2-(2,6-dioxopiperidin-3-yl)-4-fluoro-1-oxoisoindolin-5-yl)methyl)piperidin-4-yl)-5-(2-hydroxypropan-2-yl)benzo[d]oxazol-6-yl)-6-(trifluoromethyl)picolinamide